BrC=1N=C(C=2N(C1)N=C(N2)C(F)(F)F)N2CCC(CC2)(F)F 6-bromo-8-(4,4-difluoropiperidin-1-yl)-2-(trifluoromethyl)-[1,2,4]triazolo[1,5-a]pyrazine